C1(C(C=CC=C1)S(=O)(=O)O)C=CC=1C(=CC=CC1)S(=O)(=O)O dihydro-stilbene-2,2'-disulfonic acid